COC1=CC2=C(C3=C1N(C=N3)C)C=C(S2)C(C)=O 1-(4-methoxy-3-methyl-3H-thieno[3',2':3,4]benzo[1,2-d]imidazol-7-yl)ethane-1-one